(S)-1-(oxetan-2-ylmethyl)-2-((4-(6-((quinolin-6-ylmethyl)amino)pyridin-2-yl)piperidine-1-yl)methyl)-1H-benzo[d]imidazole-6-carboxylic acid O1[C@@H](CC1)CN1C(=NC2=C1C=C(C=C2)C(=O)O)CN2CCC(CC2)C2=NC(=CC=C2)NCC=2C=C1C=CC=NC1=CC2